C(=O)(O)C1=CC=C(C=C1)C=1C=NN(C1)C(C[C@H]1[C@@H](C1)C(=O)N1CCNCC1)C1=[N+](C=C(C=C1)C1=C(C=CC(=C1)Cl)N1N=NN=C1)[O-] |o1:16,17| 2-(1-(4-(4-Carboxyphenyl)-1H-pyrazol-1-yl)-2-((1S*,2R*)-2-(piperazine-1-carbonyl)cyclopropyl)ethyl)-5-(5-chloro-2-(1H-tetrazol-1-yl)phenyl)pyridine 1-oxide